3-amino-N-(7-{9-amino-1,4-dioxa-7-azaspiro[4.4]nonan-7-yl}-2H,3H,4H-pyrano[2,3-b]pyridin-3-yl)-5-fluoro-6-methylthieno[2,3-b]pyridine-2-carboxamide NC1=C(SC2=NC(=C(C=C21)F)C)C(=O)NC2CC=1C(=NC(=CC1)N1CC3(OCCO3)C(C1)N)OC2